C(=O)(OC(C)(C)C)N[C@@H]1CCC(N(C1)CC1=CC=CC=C1)C (5R)-5-(N-Boc-amino)-2-methyl-1-benzylpiperidine